(S*)-7-((2-methoxy-1-(pyrimidin-2-yl)ethyl)amino)-6-(6-methoxy-1H-benzo[d]imidazol-2-yl)-2-methyl-2H-pyrazolo[4,3-b]pyridin-5(4H)-one COC[C@H](C1=NC=CC=N1)NC=1C=2C(NC(C1C1=NC3=C(N1)C=C(C=C3)OC)=O)=CN(N2)C |o1:3|